N-(1-(3-(1,1-difluoroethyl)pyrazin-2-yl)-3-methyl-1H-pyrazolo[4,3-c]pyridin-6-yl)acetamide FC(C)(F)C=1C(=NC=CN1)N1N=C(C=2C=NC(=CC21)NC(C)=O)C